CNC(=O)C=1C=CC(=NC1)N1CCN(CC1)C(=O)OC(C)(C)C tert-butyl 4-(5-(methylcarbamoyl)pyridin-2-yl)piperazine-1-carboxylate